C=1(C(=CC2=CC=CC=3C4=CC=CC5=CC=CC(C1C23)=C45)C(=O)N)C(=O)N PERYLENEDIAMIDE